((2S,4R,5R)-4-acetoxy-5-(6-chloro-4-((R/S)-2-(2-fluorophenyl)piperidin-1-yl)-1H-pyrazolo[3,4-d]pyrimidin-1-yl)-3-methylenetetrahydrofuran-2-yl)methyl benzoate C(C1=CC=CC=C1)(=O)OC[C@H]1O[C@H]([C@@H](C1=C)OC(C)=O)N1N=CC=2C1=NC(=NC2N2[C@H](CCCC2)C2=C(C=CC=C2)F)Cl |&1:30|